OC(C(=O)[O-])(NCC(=O)[O-])CCC.C(O)C(CC)(CO)CO.[Na+].[Na+] Sodium Trimethylolpropane Hydroxy-propyl-Iminodiacetate